2-cyano-3-(6-(4-(diphenylamino)phenyl)-9-hexyl-9H-carbazol-3-yl)acrylic acid C(#N)C(C(=O)O)=CC=1C=CC=2N(C3=CC=C(C=C3C2C1)C1=CC=C(C=C1)N(C1=CC=CC=C1)C1=CC=CC=C1)CCCCCC